OCCOCCOCCCC(CC#N)=O 6-(2-(2-hydroxyethoxy)ethoxy)-3-oxohexanenitrile